C(#N)C1=CC(=C(OCC2=NC=CC(=C2)O[C@@H]2C[C@@H](N(CC2)CC2=NC3=C(N2C[C@H]2OCC2)C=C(C=C3)C(=O)O)C)C=C1)F 2-{[(2S,4S)-4-({2-[(4-cyano-2-fluorophenoxy)methyl]pyridin-4-yl}oxy)-2-methylpiperidin-1-yl]methyl}-1-{[(2S)-oxetan-2-yl]methyl}-1H-1,3-benzodiazole-6-carboxylic acid